CS(=O)(=O)OC1=CC=CC=2C(OCOCC21)C=2N=C(SC2C(CN2N=C(C=C2C)C(F)(F)F)=O)C2CCNCC2 1-{[5-methyl-3-(trifluoromethyl)-1H-pyrazol-1-yl]Acetyl piperidin-4-yl-1,3-thiazol-4-yl}-1,5-dihydro-2,4-benzodioxepin-6-yl methanesulfonate